ClC=1C=CC=2N(C1)C(=CN2)C(\C=C\N(C)C)=O (E)-1-(6-Chloroimidazo[1,2-a]pyridin-3-yl)-3-(dimethylamino)prop-2-en-1-one